(1S,3R,5R)-1-(trifluoromethyl)-8-azabicyclo[3.2.1]octan FC([C@]12CCC[C@H](CC1)N2)(F)F